2,2,2-trifluoroethyl-2-[(6-bromo-5-methyl-3-pyridyl)amino]-2-oxo-acetate FC(COC(C(=O)NC=1C=NC(=C(C1)C)Br)=O)(F)F